(R)-1-methyl-9-(1-methyl-1,2,3,6-tetrahydropyridin-4-yl)-4-((1-methyl-1H-pyrazol-4-yl)-methyl)-N-(1-methylcyclopropyl)-5-oxo-1,2,4,5-tetra-hydroimidazo[1,2-a]quinazoline-7-sulfonamide C[C@@H]1CN=C2N1C1=C(C=C(C=C1C(N2CC=2C=NN(C2)C)=O)S(=O)(=O)NC2(CC2)C)C=2CCN(CC2)C